Methyl (2S)-2-(benzylamino)-3-[1-(triphenylmethyl)-1H-imidazol-4-yl]propanoate C(C1=CC=CC=C1)N[C@H](C(=O)OC)CC=1N=CN(C1)C(C1=CC=CC=C1)(C1=CC=CC=C1)C1=CC=CC=C1